C(CCC)(=O)OCC\C=C\CC (E)-3-hexenyl butyrate